FC(CNC1=CC=C(C(=O)NC2CCC(CC2)NC2=CC(=C(C=C2)C#N)C(F)(F)F)C=C1)F 4-[(2,2-difluoroethyl)amino]-N-[(1s,4s)-4-{[4-cyano-3-(trifluoromethyl)phenyl]amino}cyclohexyl]benzamide